tert-Butyl ((S)-(4,4-difluorocyclohexyl)(7-((S)-1-((3-(1,3-dioxoisoindolin-2-yl)-2,2-difluoropropyl)amino)-2,2-difluoroethyl)imidazo[1,2-b]pyridazin-2-yl)methyl)carbamate FC1(CCC(CC1)[C@@H](C=1N=C2N(N=CC(=C2)[C@@H](C(F)F)NCC(CN2C(C3=CC=CC=C3C2=O)=O)(F)F)C1)NC(OC(C)(C)C)=O)F